ClC=1C=CC(=C(C1)C1=CC(=C(N=N1)SCCO)NC1=CC(=NC=C1)NC(=O)C1CC(C1)N1CCN(CCC1)C)F N-(4-{[6-(5-chloro-2-fluorophenyl)-3-[(2-hydroxyethyl)sulfanyl]pyridazin-4-yl]amino}pyridin-2-yl)-3-(4-methyl-1,4-diazepan-1-yl)cyclobutane-1-carboxamide